4-{1-[1-phenyl-2-(4H-1,2,4-triazol-4-yl)ethyl]-1H-pyrazol-4-yl}-7H-pyrrolo[2,3-d]pyrimidine C1(=CC=CC=C1)C(CN1C=NN=C1)N1N=CC(=C1)C=1C2=C(N=CN1)NC=C2